C(C)(C)(C)C=1C=C(C=CC1O)C 6-tert-butyl-para-cresol